FC=1C=C(C=C(C1)S(=O)(=O)C)NC1=NC(=NC(=N1)NC(C)C)C1=NC(=CC=C1)C(F)(F)F N2-(3-fluoro-5-(methylsulfonyl)phenyl)-N4-isopropyl-6-(6-(trifluoromethyl)pyridin-2-yl)-1,3,5-triazine-2,4-diamine